6-(1H-indol-3-yl)morpholin-3-one N1C=C(C2=CC=CC=C12)C1OCC(NC1)=O